1-(2-(methylamino)acetyl)pyrrolidine CNCC(=O)N1CCCC1